phosphorus indium arsenic gallium [Ga].[As].[In].[P]